4-methyl-1-[2-(4-methylsulfonylpiperazin-1-yl)propyl]-5-[[2-[6-(2,2,2-trifluoroethyl)pyrido[3,2-d]pyrimidin-4-yl]-2,7-diazaspiro[3.5]nonan-7-yl]methyl]indole-2-carbonitrile CC1=C2C=C(N(C2=CC=C1CN1CCC2(CN(C2)C=2C3=C(N=CN2)C=CC(=N3)CC(F)(F)F)CC1)CC(C)N1CCN(CC1)S(=O)(=O)C)C#N